C(C)(=O)N1CCN(CC1)C1=CC=C(C=C1)C=1C=C2C(=NC1)NC=C2 5-(4-(4-acetylpiperazin-1-yl)phenyl)-1H-pyrrolo[2,3-b]pyridin